[Cl-].C[N+](CCCCCCCCCCCC)(C1=CC=CC=C1)C dimethyl-phenyl-dodecyl-ammonium chloride